5-(4-bromo-2,6-dichloro-phenoxy)-N-[2-[tert-butyl-(dimethyl)silyl]Oxaspiro[3.3]Hept-6-yl]-2-hydroxy-benzenesulfonamide BrC1=CC(=C(OC=2C=CC(=C(C2)S(=O)(=O)NC2CC3(CC(O3)[Si](C)(C)C(C)(C)C)C2)O)C(=C1)Cl)Cl